C(C)[S@](=O)C=1N=C2N(N1)[C@@H](CC2)C2=CC=CC=C2 (5S)-2-[(S)-ethylsulfinyl]-5-phenyl-6,7-dihydro-5H-pyrrolo[1,2-b][1,2,4]triazole